FC(C(=O)O)(F)F.NC1CCC(CC1)NC=1C=C(C(N(C1)C)=O)C(F)(F)F 5-(((1S,4S)-4-aminocyclohexyl)amino)-1-methyl-3-(trifluoromethyl)pyridin-2(1H)-one trifluoroacetate